(S)-(1-(4-(benzo[d]oxazol-2-ylamino)thieno[3,2-d]pyrimidin-2-yl)pyrrolidin-2-yl)methanol O1C(=NC2=C1C=CC=C2)NC=2C1=C(N=C(N2)N2[C@@H](CCC2)CO)C=CS1